C(=O)O.ClC1=C(C(=O)N2CCN(CC2)C(CC2CCNCC2)=O)C=CC(=C1)NC=1C=2N(C=CN1)C(=CN2)C=2C(=NN(C2)CC(F)F)C(F)(F)F 1-(4-(2-chloro-4-((3-(1-(2,2-difluoroethyl)-3-(trifluoromethyl)-1H-pyrazol-4-yl)imidazo[1,2-a]pyrazin-8-yl)amino)benzoyl)piperazin-1-yl)-2-(piperidin-4-yl)ethan-1-one formate